OC=1C=C(C=CC1)C1=CC=C(C=C1)C(=O)N1CCN(CC1)CCC (3'-hydroxy-[1,1'-biphenyl]-4-yl)(4-propylpiperazin-1-yl)methanone